C1(CC1)CN(C(=O)C1=C(C=C(C=C1)C=1C(=CC(=C(C1)NC(=O)C1=CNC(C=C1C(F)(F)F)=O)N1C[C@H](N([C@H](C1)C)C)C)F)F)C |r| N-[5-[4-[cyclopropylmethyl(methyl)carbamoyl]-3-fluorophenyl]-4-fluoro-2-[rac-(3R,5S)-3,4,5-trimethylpiperazin-1-yl]phenyl]-6-oxo-4-(trifluoromethyl)-1H-pyridine-3-carboxamide